N-((R)-2,2-dicyclopropyl-1-(5-(((S)-2-oxo-4-(trifluoromethyl)imidazolidin-1-yl)methyl)benzo[d]oxazol-2-yl)ethyl)-1-methyl-1H-pyrazole-5-carboxamide C1(CC1)C([C@H](C=1OC2=C(N1)C=C(C=C2)CN2C(N[C@@H](C2)C(F)(F)F)=O)NC(=O)C2=CC=NN2C)C2CC2